FC1=CC=C(C=C1)C1C(C1)N1CCNCC1 4-[2-(4-Fluorophenyl)cyclopropyl]piperazine